FC=1C=C2C(N(NC2=C(C1)F)C)=O 5,7-difluoro-2-methyl-1H-indazol-3(2H)-one